tris(3,3,3-trifluoropropyl)trimethylcyclotrisiloxane methyl-(2R)-2-(methyl-(1-(3-(5,6,7,8-tetrahydro-1,8-naphthyridin-2-yl)propanoyl)pyrrolidin-3-yl)amino)-2-phenylacetate COC([C@@H](C1=CC=CC=C1)N(C1CN(CC1)C(CCC1=NC=2NCCCC2C=C1)=O)C)=O.FC(CC[Si]1(O[Si](O[Si](O1)(C)CCC(F)(F)F)(C)CCC(F)(F)F)C)(F)F